C(CN([C@@H](CCC(=O)[O-])C(=O)[O-])CC(=O)[O-])(=O)[O-].[Na+].[Na+].[Na+].[Na+] tetra-sodium glutamate diacetate